[Cl-].[Cr+2].[Cl-] chromium(II) chloride